BrC1=C(C=C(C=C1)N1C(N(CC1)C)=O)COC 1-(4-bromo-3-(methoxymethyl)phenyl)-3-methylimidazolin-2-one